N-(3-(1-(7-chloro-5-methylpyrrolo[2,1-f][1,2,4]triazin-4-yl)azetidin-3-yl)propyl)-N-methylamino-sulfonic acid amide ClC1=CC(=C2C(=NC=NN21)N2CC(C2)CCCN(S(=O)=O)NC)C